1-(2-(3,3-difluoroazetidin-1-yl)-3-fluoropyridin-4-yl)-3,3-dimethyl-N-(3-methyl-1,1-dioxidothietan-3-yl)-2-oxoindoline-5-carboxamide FC1(CN(C1)C1=NC=CC(=C1F)N1C(C(C2=CC(=CC=C12)C(=O)NC1(CS(C1)(=O)=O)C)(C)C)=O)F